CC(CC(C)C)=NCCC N-(1,3-dimethyl-butylidene)propylamine